nicotine N-acetyl-4-aminosalicylate (N-acetyl-2-hydroxy-4-aminobenzoate) C(C)(=O)NC1=CC(=C(C(=O)O)C=C1)O.C(C)(=O)NC=1C=C(C(C(=O)O)=CC1)O.N1=CC=CC(=C1)C1N(C)CCC1